CN(CCO[C@H]1CN2C(N=C(C3=CC(=C(C(=C23)SC1)C1=CC=C(C=C1)F)C(F)(F)F)N1C[C@@H](N[C@@H](C1)C)C)=O)C (S)-3-(2-(dimethylamino)ethoxy)-8-((3S,5R)-3,5-dimethylpiperazin-1-yl)-11-(4-fluorophenyl)-10-(trifluoromethyl)-3,4-dihydro-2H,6H-[1,4]thiazepino[2,3,4-ij]quinazolin-6-one